tert-butyl N-[5-nitro-3-(trifluoromethyl)-2-pyridyl]carbamate [N+](=O)([O-])C=1C=C(C(=NC1)NC(OC(C)(C)C)=O)C(F)(F)F